5-[2-(2-carbamoyl-2-methylideneethyl)-3-oxo-1H,2H,3H-benzo[e]isoindol-8-yl]-N-methylpyridine-3-carboxamide C(N)(=O)C(CN1C(C=2C=CC3=C(C2C1)C=C(C=C3)C=3C=C(C=NC3)C(=O)NC)=O)=C